CS(=O)(=O)C1=CC=C(C=C1)C12CC(C1)(C2)C2CN(C2)C(=O)N2C[C@H](CC2)C2=NC=NN2 [3-[3-(4-Methylsulfonylphenyl)-1-bicyclo[1.1.1]pentanyl]azetidin-1-yl]-[(3S)-3-(1H-1,2,4-triazol-5-yl)pyrrolidin-1-yl]methanone